3-(benzofuran-5-ylmethyl)-1-(2,4-difluorobenzyl)-1-(1-methylpiperidin-4-yl)urea O1C=CC2=C1C=CC(=C2)CNC(N(C2CCN(CC2)C)CC2=C(C=C(C=C2)F)F)=O